iron-manganese-cerium [Ce].[Mn].[Fe]